NC(=O)N.[S] Sulfur urea